F[C@@H]1CN(CC[C@@H]1COS(=O)(=O)C)C(=O)OC(C)(C)C Tert-butyl cis-3-fluoro-4-[(methanesulfonyloxy)methyl]piperidine-1-carboxylate